ClC1=CC(=CC(=N1)N1C(C2=CC(=CC=C2C1)C1=C(C=NN1C)C1=NN=CN1C)=O)CN1C[C@H](CCC1)C (S)-2-(6-Chloro-4-((3-methylpiperidin-1-yl)methyl)pyridin-2-yl)-6-(1-methyl-4-(4-methyl-4H-1,2,4-triazol-3-yl)-1H-pyrazol-5-yl)isoindolin-1-one